methyl N-[5-({4-[(2S)-2-{[8-(5-aminopyridin-3-yl)quinazolin-4-yl]amino}propyl]piperazin-1-yl}sulfonyl)-4-methyl-1,3-thiazol-2-yl]carbamate NC=1C=C(C=NC1)C=1C=CC=C2C(=NC=NC12)N[C@H](CN1CCN(CC1)S(=O)(=O)C1=C(N=C(S1)NC(OC)=O)C)C